bis(4-aminophenyl)-[1,1'-biphenyl]-4,4'-dicarboxylate NC1=CC=C(C=C1)OC(=O)C1=CC=C(C=C1)C1=CC=C(C=C1)C(=O)OC1=CC=C(C=C1)N